2-methylsulfanyl-N6-hydroxy-N-pentanoylcarbamoyladenosine CSC=1N=C(C=2N=CN([C@H]3[C@H](O)[C@H](O)[C@@H](CO)O3)C2N1)N(C(NC(CCCC)=O)=O)O